C(CCCCCCC)[N+]1(CCCC1)C octyl-methyl-pyrrolidinium